CN1CCC(CC1)N1N=CC(=C1)C1C=C2C(N=CN=C2)=NC1=O 6-[1-(1-methylpiperidin-4-yl)pyrazol-4-yl]pyrido[2,3-d]pyrimidin-7-one